2-(Methoxymethyl)-N-(quinolin-8-yl)-6-({[2-(trifluoromethyl)phenyl]carbonyl}amino)-1H-benzoimidazole-4-carboxamide COCC1=NC2=C(N1)C=C(C=C2C(=O)NC=2C=CC=C1C=CC=NC21)NC(=O)C2=C(C=CC=C2)C(F)(F)F